CS(=O)(=O)NC(=O)C1=NC(=CC=C1)C1=CN=C(S1)C=1C=NC=CC1 n-methylsulfonyl-6-[2-(3-pyridinyl)thiazol-5-yl]Pyridine-2-carboxamide